4-(6-(1-methyl-6-oxo-1,6-dihydropyridin-3-yl)pyrazolo[1,5-a]pyridin-3-yl)pyridine 1-oxide CN1C=C(C=CC1=O)C=1C=CC=2N(C1)N=CC2C2=CC=[N+](C=C2)[O-]